O[C@H](CN1C[C@@H]2[C@H](C1)CC(C2)OC2=CC=CC=C2)C2=NC=C(C=C2)O (3aR,5R,6aS)-2-((R)-2-hydroxy-2-(5-hydroxypyridin-2-yl)ethyl)-5-phenoxyhexahydrocyclopenta[c]pyrrol